(4-chloro-2-(pyrrolidine-1-yl)benzyloxy)-2-fluoro-N-(1,2,4-thiadiazole-5-yl)benzenesulfonamide ClC1=CC(=C(COC=2C(=C(C=CC2)S(=O)(=O)NC2=NC=NS2)F)C=C1)N1CCCC1